CC1(OC[C@@H]1OC1=NN(C=C1NC=1N=CC2=C(N1)N(C(=C2)C#N)[C@H](COC)C)C([2H])([2H])[2H])C 2-((3-(((S)-2,2-dimethyloxetan-3-yl)oxy)-1-(methyl-d3)-1H-pyrazol-4-yl)amino)-7-((S)-1-methoxypropan-2-yl)-7H-pyrrolo[2,3-d]pyrimidine-6-carbonitrile